OC1(CNCC1)C(=O)O 3-hydroxy-3-carboxypyrrolidin